ClC1=NC=CC2=C(C=CC=C12)S(=O)(=O)N1CCN(CC1)C(=O)OC(C)(C)C tert-butyl 4-((1-chloroisoquinolin-5-yl)sulfonyl)piperazine-1-carboxylate